3-[4-(4,4-difluoropiperidin-1-yl)phenyl]Propionic acid benzyl ester C(C1=CC=CC=C1)OC(CCC1=CC=C(C=C1)N1CCC(CC1)(F)F)=O